COC(=O)C=1C=NNC1[N+](=O)[O-] 5-Nitro-1H-pyrazole-4-carboxylic Acid Methyl Ester